ClC1=C(C(=O)O)C(=CC(=C1)C(=O)OC)Cl 2,6-dichloro-4-(methoxycarbonyl)benzoic acid